CN1C(=NC2=C1C=C(C(=C2)[N+](=O)[O-])C)N2C[C@@H](C[C@H](C2)O)NC(OCC2=CC=CC=C2)=O Benzyl ((3R,5R)-1-(1,6-dimethyl-5-nitro-1H-benzo[d]imidazol-2-yl)-5-hydroxypiperidin-3-yl)carbamate